2,5-dimethoxyhexane COC(C)CCC(C)OC